4-(diethylaminomethyl)styrene C(C)N(CC)CC1=CC=C(C=C)C=C1